(E)-3-[4-(isopropylamino)-2-methylsulfanyl-pyrimidin-5-yl]2-propenoic acid methyl ester COC(\C=C\C=1C(=NC(=NC1)SC)NC(C)C)=O